1-(4,5-difluoro-1H-indol-3-yl)-2-(dimethylamino)ethan-1-one FC1=C2C(=CNC2=CC=C1F)C(CN(C)C)=O